(1S,2R)-2-((S)-8-(((S)-1-Acetylpyrrolidin-3-yl)oxy)-5-chloro-1-((6-oxo-5-azaspiro[2.4]heptan-5-yl)methyl)-1,2,3,4-tetrahydroisochinolin-2-carbonyl)-1-methylcyclohexan C(C)(=O)N1C[C@H](CC1)OC=1C=CC(=C2CCN([C@@H](C12)CN1CC2(CC2)CC1=O)C(=O)[C@H]1[C@H](CCCC1)C)Cl